NC1=CC=C(OCC2CCC(CC2)CNC(OC(C)(C)C)=O)C=C1 tert-butyl (((1r,4r)-4-((4-aminophenoxy)methyl)cyclohexyl)methyl)carbamate